(2S,15S)-15-(2-amino-2-oxoethyl)-19-(4-((1,2-dimethylhydrazinyl)methyl)-1H-imidazol-1-yl)-2,3-dimethyl-4,14,17-trioxo-7,10-dioxa-3,13,16-triazanonadecanoate NC(C[C@@H](C(NCCOCCOCCC(N([C@H](C(=O)[O-])C)C)=O)=O)NC(CCN1C=NC(=C1)CN(NC)C)=O)=O